N-((1-((2-(3,5-dichlorophenyl)-6-((6-(4-(2-(N-methylmethylsulfonamido)ethyl)piperazin-1-yl)pyridin-3-yl)oxy)pyridin-4-yl)methyl)piperidin-4-yl)methyl)acetamide ClC=1C=C(C=C(C1)Cl)C1=NC(=CC(=C1)CN1CCC(CC1)CNC(C)=O)OC=1C=NC(=CC1)N1CCN(CC1)CCN(S(=O)(=O)C)C